BrC1=NN(C2=CC=CC(=C12)Cl)C1COCCC1 3-bromo-4-chloro-1-tetrahydropyran-3-yl-indazole